1-methoxy-2-propanol propanoate C(CC)(=O)OC(COC)C